2-(1-(1-(3-fluoro-2-(trifluoromethyl)isonicotinyl)piperidin-4-yl)azetidine-3-ylidene)acetonitrile FC1=C(CN2CCC(CC2)N2CC(C2)=CC#N)C=CN=C1C(F)(F)F